tert-Butyl 4-[4-bromo-3-(2-hydroxyethyl)-5-methyl-pyrazol-1-yl]piperidine-1-carboxylate BrC=1C(=NN(C1C)C1CCN(CC1)C(=O)OC(C)(C)C)CCO